FC(COP(OCC(F)F)OCC(F)F)F Tris(2,2-difluoroethyl)phosphite